NCC#CC1=C(C(=O)OC2CC2)C=CC(=C1)NC(CCCNC(C[C@H]1C=2N(C3=C(C(=N1)C1=CC=C(C=C1)Cl)C(=C(S3)C)C)C(=NN2)C)=O)=O cyclopropyl (S)-2-(3-aminoprop-1-yn-1-yl)-4-(4-(2-(4-(4-chlorophenyl)-2,3,9-trimethyl-6H-thieno[3,2-f][1,2,4]triazolo[4,3-a][1,4]diazepin-6-yl)acetamido)butanamido)benzoate